1-chloro-2-(4-methoxybenzyloxy)-4-nitrobenzene ClC1=C(C=C(C=C1)[N+](=O)[O-])OCC1=CC=C(C=C1)OC